CC1=NC=2C(=NC(=CC2)C2=CNC=3N=CN=C(C32)C=3C=NN(C3)C)N1 2-methyl-5-(4-(1-methyl-1H-pyrazol-4-yl)-7H-pyrrolo[2,3-d]pyrimidin-5-yl)-3H-imidazo[4,5-b]pyridine